4-cyclobutyl-1,2,5-thiadiazol-3-ol C1(CCC1)C=1C(=NSN1)O